COC=1C=C(C=CC1[N+](=O)[O-])N1CCC(CC1)N(C)C (3-methoxy-4-nitrophenyl)-N,N-dimethylpiperidin-4-amine